ClN(C(C)=O)C1=C(C=CC=C1)C(C(F)(F)F)=O N-chloro-N-(2-trifluoroacetyl-phenyl)acetamide